ClC1=C(C=CC(=C1I)F)C1=C(OC=C1)S(=O)(=O)NCOCC[Si](C)(C)C 2-chloro-4-fluoro-3-iodophenyl-N-((2-(trimethylsilyl)ethoxy)-methyl)furan-2-sulfonamide